C(CCCCCCCCCCC)(=O)O[C@@H]1[C@@](O[C@H](C1)N1C2=NC(=NC(=C2N=C1)N)F)(C#C)CO[P@](=O)(OC1=CC=CC=C1)N[C@H](C(=O)OCC(CC)CC)C (2R,3S,5R)-5-(6-Amino-2-fluoro-9H-purin-9-yl)-2-((((S)-(((S)-1-(2-ethylbutoxy)-1-oxopropan-2-yl)amino)(phenoxy)phosphoryl)oxy) methyl)-2-ethynyltetrahydrofuran-3-yl dodecanoate